[4-(1H-pyrazol-1-yl)phenyl]methanamine N1(N=CC=C1)C1=CC=C(C=C1)CN